N-(4-(3-(5-Fluoropyridin-2-yl)-1-methyl-1H-pyrazol-4-yl)pyridin-2-yl)cyclopropanecarboxamide FC=1C=CC(=NC1)C1=NN(C=C1C1=CC(=NC=C1)NC(=O)C1CC1)C